FC1(CN(CCC1)C1(C(NC2=C(C=CC=C12)C(F)(F)F)=O)C1=CC=C(C=C1)O)F 3-(3,3-difluoropiperidin-1-yl)-3-(4-hydroxyphenyl)-7-(trifluoromethyl)indolin-2-one